CCCC=CCC methylhex-3-en